C(C)(C)(C)OC(N[C@@H]1CN(C[C@@H](C1)F)C1=C2C=C(NC2=C(C=C1F)C#N)C)=O ((3s,5r)-1-(7-cyano-5-fluoro-2-methyl-1H-indol-4-yl)-5-fluoropiperidin-3-yl)carbamic acid tert-butyl ester